N-[3-[3-(3-acetylphenyl)imidazo[1,2-b]pyridazin-6-yl]phenyl]acetamide C(C)(=O)C=1C=C(C=CC1)C1=CN=C2N1N=C(C=C2)C=2C=C(C=CC2)NC(C)=O